C(C)(C)C1=C(NC2=CC=C(C=C12)OC1CCN(CC1)C1COC1)C=1C(=C(C=2N(C1)C=NN2)C)C 6-(3-isopropyl-5-((1-(oxetan-3-yl)piperidin-4-yl)oxy)-1H-indol-2-yl)-7,8-dimethyl-[1,2,4]triazolo[4,3-a]pyridine